(+)-arabinose O=C[C@@H](O)[C@H](O)[C@H](O)CO